C1=CC=CC=2C3=CC=CC=C3N(C12)C=1C=C(C=CC1)C1=CC(=CC=C1)N1C2=CC=CC=C2C=2C=CC=CC12 3,3'-di(N-carbazolyl)-1,1'-biphenyl